CC(=O)N[C@@H]1[C@H]([C@H]([C@H](O[C@H]1O[C@H]2[C@@H]([C@H]([C@@H](O[C@@H]2C(=O)O)O[C@H]3[C@H]([C@H](O[C@H]([C@@H]3O)O[C@H]4[C@H]([C@H](O[C@H]([C@@H]4O)O[C@@H]5CO[C@H]([C@@H]([C@H]5O)O)O)CO)O)CO)O)O)O)CO)OS(=O)(=O)O)O[C@H]6[C@H]([C@@H]([C@H]([C@H](O6)C(=O)O)O)O)O The molecule is an amino hexasaccharide comprising an iduronic acid residue, an acetylated galactosamine residue, sulfated on O-4, a glucuronic acid residue, and two galactose residues, linked to a xylose residue at the reducing end. It is an intermediate in the dermatan sulfate degradation pathway.